C1(CCCCCC1)C1(C(N(C2=C1C=NC=C2)COCC[Si](C)(C)C)=O)C2=CC=C(C=C2)O 3-cycloheptyl-3-(4-hydroxyphenyl)-1-((2-(trimethylsilyl)ethoxy)methyl)-1,3-dihydro-2H-pyrrolo[3,2-c]pyridin-2-one